1,5-Dimethyl-3-(4-(pyridin-2-yl)phenyl)-1H-pyrazole-4-ol CN1N=C(C(=C1C)O)C1=CC=C(C=C1)C1=NC=CC=C1